BrC=1C=C(C=CC1)C1=NN=C(O1)NC(C1=CC(=C(C=C1)F)C(F)(F)F)=O N-(5-(3-bromophenyl)-1,3,4-oxadiazol-2-yl)-4-fluoro-3-(trifluoromethyl)benzamid